(4'-(pyridin-2-yl)tetrahydrospiro[bicyclo[3.1.0]hexane-3,2'-pyran]-4'-yl)ethylamine N1=C(C=CC=C1)C1(CC2(OCC1)CC1CC1C2)CCN